ClC1=CC=C(N1)C1=CC=C(C=C1)CNC 5-chloro-2-(4-methylaminomethylphenyl)pyrrole